N1C=NC2=C1C=CC(=C2)N2C(OC[C@@H]2C(C)C)=O (S)-3-(1H-Benzo[d]imidazol-5-yl)-4-isopropyloxazolidin-2-on